5'-Bromo-2-(tert-butyl)-1'-methylspiro[indole-3,3'-indolin]-2'-one BrC=1C=C2C3(C(N(C2=CC1)C)=O)C(=NC1=CC=CC=C13)C(C)(C)C